CC=1N=CSC1C(=O)NC(C(=O)N)CCC(C(=O)N)=O 2-(4-methylthiazole-5-carboxamido)-5-oxohexanediamide